N1=C(C=CC=C1)C1=NC=C(C=C1)C1=C(C(=NC(=C1N1C=2C=CC=CC2C(C2=CC=CC=C12)=O)N1C=2C=CC=CC2C(C2=CC=CC=C12)=O)N1C=2C=CC=CC2C(C2=CC=CC=C12)=O)N1C=2C=CC=CC2C(C2=CC=CC=C12)=O 10,10',10'',10'''-([2,2':5',4''-terpyridine]-2'',3'',5'',6''-tetrayl)tetrakis(acridin-9(10H)-one)